barium oxide manganese [Mn+2].[O-2].[Ba+2].[O-2]